2-((S)-1-propenoyl-4-(5-ethyl-7-((3-hydroxynaphthalen-1-yl)methyl)-2-(((S)-1-methylpyrrolidin-2-yl)methoxy)-5H-pyrrolo[3,2-d]pyrimidin-4-yl)piperazin-2-yl)acetonitrile C(C=C)(=O)N1[C@H](CN(CC1)C=1C2=C(N=C(N1)OC[C@H]1N(CCC1)C)C(=CN2CC)CC2=CC(=CC1=CC=CC=C21)O)CC#N